4-(1-fluorocyclopropyl)anilineMethacrylonitril FC1(CC1)C1=CC=C(NCC(C#N)=C)C=C1